(7-(benzyloxy)-4-chloroquinolin-3-yl)(2,6-dimethylphenyl)methanol C(C1=CC=CC=C1)OC1=CC=C2C(=C(C=NC2=C1)C(O)C1=C(C=CC=C1C)C)Cl